CC=1C=C(CN2C=COC3=C2C=CC=C3)C=CC1 4-(3-methylbenzyl)-1,4-benzoxazine